ClC1=C(COC[C@@H]2[C@H](C(C(O2)OC)=O)OCC2=C(C=C(C=C2)Cl)Cl)C=CC(=C1)Cl (4R,5R)-5-(2,4-Dichlorobenzyl-oxymethyl)-4-(2,4-dichlorobenzyloxy)-2-methoxy-dihydrofuran-3-one